1-octyl-2,3-dimethylimidazolium bis(trifluoromethanesulfonyl)imide salt [N-](S(=O)(=O)C(F)(F)F)S(=O)(=O)C(F)(F)F.C(CCCCCCC)N1C(=[N+](C=C1)C)C